COC(=O)C1=CC2=C(C=C(CC(=N2)N)C(N(CCC)OCCNC(=O)OC(C)(C)C)=O)C=C1 2-amino-4-[2-(tert-butoxycarbonylamino)ethoxy-propyl-carbamoyl]-3H-1-benzazepine-8-carboxylic acid methyl ester